COC1=CC(=CC2=CN(N=C12)CCC(C)(C)OC)C(=O)NC1=NC(=CC=C1)OC 7-methoxy-2-(3-methoxy-3-methylbutyl)-N-(6-methoxypyridin-2-yl)-2H-indazole-5-carboxamide